7-amino-8-bromo-2-fluorobenzofuro[3,2-b]pyridine-6-carboxamide NC1=C(C2=C(C=C1Br)C1=NC(=CC=C1O2)F)C(=O)N